2-((5-(7-(((S)-1-(((R)-3-acrylamidopyrrolidin-1-yl)sulfonyl)pyrrolidin-3-yl)methyl)-2,7-diazaspiro[3.5]nonan-2-yl)-1,2,4-triazin-6-yl)oxy)-5-fluoro-N,N-diisopropyl-benzamide C(C=C)(=O)N[C@H]1CN(CC1)S(=O)(=O)N1C[C@@H](CC1)CN1CCC2(CN(C2)C=2N=CN=NC2OC2=C(C(=O)N(C(C)C)C(C)C)C=C(C=C2)F)CC1